3-(2-((2-fluorobenzyl)amino)ethyl)-1H-pyrrolo[2,3-b]pyridine-5-carbonitrile fumarate salt C(\C=C\C(=O)O)(=O)O.FC1=C(CNCCC2=CNC3=NC=C(C=C32)C#N)C=CC=C1